rac-(2R,3S,4S,5R)-4-[[3-(3,4-difluoro-2-isopropoxyphenyl)-4,5-dimethyl-5-(trifluoromethyl)tetrahydrofuran-2-carbonyl]amino]pyridine-2-carboxamide FC=1C(=C(C=CC1F)[C@H]1[C@@H](O[C@]([C@H]1C)(C(F)(F)F)C)C(=O)NC1=CC(=NC=C1)C(=O)N)OC(C)C |r|